C(C)OC(=O)C1=CN=C2N1N=CC=C2N(C)CC2=CC=C(C=C2)OC 8-((4-methoxybenzyl)(methyl)amino)imidazo[1,2-b]Pyridazine-3-carboxylic acid ethyl ester